CC(C)(CCC(C)(O)C)O 2,5-dimethyl-2,5-dihydroxyhexane